NC1=C2C(=NC(=C1)Cl)C(N(C2C2=C(C=CC=C2)Cl)CC2=CC=C(C=C2)OC)=O 4-Amino-2-chloro-5-(2-chlorophenyl)-6-(4-methoxybenzyl)-5,6-dihydro-7H-pyrrolo[3,4-b]pyridin-7-one